NC1=C2NC(N(C2=NC(=N1)NCCCC)CC=1C=NC(=CC1)Cl)=O 6-Amino-2-(butylamino)-9-((6-chloropyridin-3-yl)methyl)-7H-purin-8(9H)-one